(S)-4-ethyl-8-fluoro-4-hydroxy-9-methyl-11-((R)-pyrrolidin-3-yl)-1H-pyrano[3',4':6,7]indolizino[2,1-b]quinoline-3,6,14(4H,11H,12H)-trione C(C)[C@]1(C(OCC=2C(N3CC=4N(C5=CC(=C(C=C5C(C4C3=CC21)=O)F)C)[C@H]2CNCC2)=O)=O)O